C12(CC(C1)C2)C(=O)N2[C@H]([C@H](C(C2)(F)F)NS(=O)(=O)C)CC=2C=C(C=CC2)C2=CC(=CC=C2)C N-{(2S,3R)-1-(bicyclo[1.1.1]pentane-1-carbonyl)-4,4-difluoro-2-[(3'-methyl[1,1'-biphenyl]-3-yl)methyl]pyrrolidin-3-yl}methanesulfonamide